CC1=CC=CC(=N1)C1=C(N=CN1)C=1C=C2C=C(C=NC2=CC1)C=1C=C(C=NC1)C(=O)O[C@H]1CN(CC1)C [(3R)-1-methylpyrrolidin-3-yl] 5-[6-[5-(6-methyl-2-pyridyl)-1H-imidazol-4-yl]-3-quinolyl]pyridine-3-carboxylate